FC(C1=NC=CC(=C1)N1CC2(C1)CNC(C2)=O)(F)F 2-(2-(trifluoromethyl)pyridin-4-yl)-2,6-diazaspiro[3.4]octan-7-one